CC1=C(C=C(OCC(=O)OCC)C=C1)[N+](=O)[O-] Ethyl 2-(4-methyl-3-nitrophenoxy)acetate